ClC=1C=C(C=CC1)CC(C)(C)NCC(COC1=CC=C(C=C1)S(=O)(=O)C)O 1-((1-(3-chlorophenyl)-2-methylpropan-2-yl)amino)-3-(4-(methylsulfonyl)phenoxy)propan-2-ol